N-(2-bromobenzyl)-N-{4-[5-(trifluoromethyl)-1,2,4-oxadiazol-3-yl]phenyl}thiocarboxamide BrC1=C(CN(C=S)C2=CC=C(C=C2)C2=NOC(=N2)C(F)(F)F)C=CC=C1